N-(2-(4,4-difluorocyclohexyl)-4-(2,5-difluorophenyl)pyridin-3-yl)-5,6-difluoronicotinamide FC1(CCC(CC1)C1=NC=CC(=C1NC(C1=CN=C(C(=C1)F)F)=O)C1=C(C=CC(=C1)F)F)F